5-acetyl-3-bromo-7-methylquinoline-2-carboxylic acid C(C)(=O)C1=C2C=C(C(=NC2=CC(=C1)C)C(=O)O)Br